(R)-α-phenylethylamine C1(=CC=CC=C1)[C@@H](C)N